2-(4-{[(3R)-azepan-3-yl]amino}pyrido[3,4-d]pyridazin-1-yl)-5-(trifluoromethyl)phenol formate salt C(=O)O.N1C[C@@H](CCCC1)NC=1N=NC(=C2C1C=NC=C2)C2=C(C=C(C=C2)C(F)(F)F)O